C(CCCCCCCC\C=C/C=CCCC)=O Z-10,12-hexadecadienal